5-(9-(9,9'-spirobi[fluoren]-4-yl)-9H-carbazol-3-yl)-5H-benzo[d]benzo[4,5]imidazo[1,2-a]imidazole C1=CC=C(C=2C3=CC=CC=C3C3(C12)C1=CC=CC=C1C=1C=CC=CC13)N1C3=CC=CC=C3C=3C=C(C=CC13)N1C=3N(C2=C1C=CC=C2)C2=C(N3)C=CC=C2